4-Nitrophenyl (4-((5,5-dimethyl-2,4-dioxo-3-((2-(trimethylsilyl)ethoxy)methyl)imidazolidin-1-yl)methyl)-4-methylcyclohexyl)carbamate CC1(C(N(C(N1CC1(CCC(CC1)NC(OC1=CC=C(C=C1)[N+](=O)[O-])=O)C)=O)COCC[Si](C)(C)C)=O)C